FC1=CC=C(C(=N1)C)C=1N=NN(C1)[C@H](C(=O)N1[C@@H](C[C@H](C1)O)C(=O)NC)C(C)(C)C (2S,4r)-1-[(2S)-2-[4-(6-fluoro-2-methyl-3-pyridinyl)triazol-1-yl]-3,3-dimethyl-butyryl]-4-hydroxy-N-methyl-pyrrolidine-2-carboxamide